6-(6-fluoro-4-methoxy-2-pyridyl)-5-methyl-2-(triazol-2-yl)-7,8-dihydro-5H-pyrido[4,3-d]pyrimidine FC1=CC(=CC(=N1)N1C(C2=C(N=C(N=C2)N2N=CC=N2)CC1)C)OC